METHIONINE-R-SULFOXIDE N[C@@H](CC[S@](=O)C)C(=O)O